O1C2=C(C=C1)C=C1C=CC=CC1=C2 naphtho[2,3-b]furan